C1(CC1)N1N=CC=C1C(=O)N1[C@H](C2=C(CC1)NC=N2)C2=NN1C(C=CC=C1)=C2 (R)-(1-cyclopropyl-1H-pyrazol-5-yl)(4-(pyrazolo[1,5-a]pyridin-2-yl)-6,7-dihydro-1H-imidazo[4,5-c]pyridin-5(4H)-yl)methanone